Terbium(II) chloride [Cl-].[Tb+2].[Cl-]